COC=1C=C2C(C(N(C2=CC1)C(CC)CC)=O)=O 5-methoxy-1-(3-pentyl)-2,3-indolinedione